C(C)(C)(C)OC(=O)N1C[C@H](CC1)NC=1C=C2C=CC=NC2=C(C1)Cl (S)-3-((8-chloroquinolin-6-yl)amino)pyrrolidine-1-carboxylic acid tert-butyl ester